C(C)(C)(C)OC(=O)N1CCC(CC1)C1=NNC(=C1)N 4-(5-amino-1H-pyrazol-3-yl)piperidine-1-carboxylic acid tert-butyl ester